(E)-6-bromo-3-methylhex-2-en-1-ol BrCCC/C(=C/CO)/C